1-(2-(4,4-difluorocyclohexyl)-4-(1-methyl-1H-pyrazol-3-yl)-5,8-dihydropyrido[3,4-d]pyrimidin-7(6H)-yl)propan-1-one FC1(CCC(CC1)C=1N=C(C2=C(N1)CN(CC2)C(CC)=O)C2=NN(C=C2)C)F